Ethyl 2-(2-((2'-chloro-2-fluoro-[1,1'-biphenyl]-3-yl)methoxy)-7,8-dihydro-1,6-naphthyridin-6(5H)-yl)acetate ClC1=C(C=CC=C1)C1=C(C(=CC=C1)COC1=NC=2CCN(CC2C=C1)CC(=O)OCC)F